1-[6-(trifluoromethyl)-3-pyridyl]pyrazol-3-amine FC(C1=CC=C(C=N1)N1N=C(C=C1)N)(F)F